ClC1=C(C(=O)N(C(=O)N2CSC(=C2)[N+](=O)[O-])CC2=CC=C(C=C2)OC)C=C(C=C1)F N-(2-chloro-5-fluorobenzoyl)-N-(4-methoxybenzyl)-5-Nitrothiazole-3-carboxamide